BrC1=CC2=C(C(N(C2)C(C)(C)C)=O)S1 2-bromo-5-(tert-butyl)-4,5-dihydro-6H-thieno[2,3-c]pyrrole-6-one